4-(3-((((1S,3S)-3-aminocyclohexyl)methyl)amino)-1-(3-(1-methyl-1H-pyrazol-4-yl)phenyl)-1H-pyrazol-5-yl)-2-fluorobenzonitrile N[C@@H]1C[C@H](CCC1)CNC1=NN(C(=C1)C1=CC(=C(C#N)C=C1)F)C1=CC(=CC=C1)C=1C=NN(C1)C